2-[3-(9-phenanthrenyl)-5-(4,4,5,5-tetramethyl-1,3,2-dioxaborolan-2-yl)phenyl]-4,6-diphenyl-1,3,5-triazine C1=CC=CC=2C3=CC=CC=C3C(=CC12)C=1C=C(C=C(C1)B1OC(C(O1)(C)C)(C)C)C1=NC(=NC(=N1)C1=CC=CC=C1)C1=CC=CC=C1